Methyl 5-(3-methoxyphenyl)-1-(2-methylpropyl)-1H-pyrazole-3-carboxylate COC=1C=C(C=CC1)C1=CC(=NN1CC(C)C)C(=O)OC